C(=C)CCC[Si](OC)(OC)C gamma-vinyl-propyl-methyl-dimethoxysilane